CC=1N(C(=CC1)C)C1=NN2C(C=C(C=C2)C2=NC=CC(=N2)C=2C=NN(C2)C(CCF)C2=CC=C(C=C2)F)=N1 2-(2,5-dimethyl-1H-pyrrol-1-yl)-7-(4-(1-(3-fluoro-1-(4-fluorophenyl)propyl)-1H-pyrazol-4-yl)pyrimidin-2-yl)-[1,2,4]triazolo[1,5-a]pyridine